2-(2-(2-Methoxyethoxy)ethoxy)ethyl (4-nitrophenyl) carbonate C(OCCOCCOCCOC)(OC1=CC=C(C=C1)[N+](=O)[O-])=O